BrC1=C(C=CC(=C1)Br)NCC(O)C1=NNC(N1)=O 3-[2-(2,4-Dibromophenylamino)-1-hydroxyethyl]-1H-1,2,4-triazol-5(4H)-one